4,5-dimethoxy-2-nitrobenzoate COC1=CC(=C(C(=O)[O-])C=C1OC)[N+](=O)[O-]